C1=CC=CC=2C3=CC=CC=C3C(C12)COC(=O)NC(C(=O)OC(C)(C)C)CCC(=O)[O-] 1-tert-butyl 2-(9H-fluoren-9-ylmethoxycarbonylamino)-glutarate